1-methyl-2,3,4,9-tetrahydro-1H-β-carboline CC1NCCC=2C3=CC=CC=C3NC12